N-[(2R)-1,4-Dioxolan-2-ylmethyl]-8-methyl-2-[(2R)-oxetan-2-ylmethyl]-4,5-dihydro-2H-furo[2,3-g]indazole-7-carboxamide O1[C@@H](COC1)CNC(=O)C1=C(C2=C(CCC3=CN(N=C23)C[C@@H]2OCC2)O1)C